C1(=CC=CC=C1)C1=NC(=NC(=C1)C1=CC=CC=C1)N1C2=CC=CC=C2C=2C=C(C=CC12)C=1C=CC=2N(C3=CC=CC=C3C2C1)C1=CC=CC=C1 9-(4,6-diphenylpyrimidin-2-yl)-9'-phenyl-3,3'-bi-9H-carbazole